3-difluoromethylpyridin FC(C=1C=NC=CC1)F